2-[3-[[3-(3,5-dimethylpyrazol-1-yl)-6-oxopyridazin-1-yl]methyl]azetidin-1-yl]pyrido[1,2-a]pyrimidin-4-one CC1=NN(C(=C1)C)C1=NN(C(C=C1)=O)CC1CN(C1)C=1N=C2N(C(C1)=O)C=CC=C2